N(=NC(C#N)(CC(C)C)C)C(C#N)(CC(C)C)C 2,2'-azo-bis(2,4-dimethylvaleronitrile)